(R)-5-isopropyl-5-{4-[4-(3-phenylisoxazol-5-yl)piperidine-1-carbonyl]phenyl}imidazolidine-2,4-dione C(C)(C)[C@]1(C(NC(N1)=O)=O)C1=CC=C(C=C1)C(=O)N1CCC(CC1)C1=CC(=NO1)C1=CC=CC=C1